CSC1=NN=C(O1)CCC(C(=O)O)CC=1OC(=NN1)SC 4-(5-methylsulfanyl-2-1,3,4-oxadiazolyl)-2-((5-methylsulfanyl-2-1,3,4-oxadiazolyl)methyl)butanoic acid